(S)-1-(3-fluoropropyl)pyrrolidin-3-amine hydrochloride Cl.FCCCN1C[C@H](CC1)N